4-[(2-chloro-6-fluorophenyl)methyl]-3-[(2,4-dichlorophenyl)methyl]-4,5-dihydro-1,2,4-oxadiazol-5-one ClC1=C(C(=CC=C1)F)CN1C(=NOC1=O)CC1=C(C=C(C=C1)Cl)Cl